magnesium cyclohexane-1,2-dicarboxylate C1(C(CCCC1)C(=O)[O-])C(=O)[O-].[Mg+2]